ONC(=O)C=1C=NC(=NC1)N(CC1=CC=2N=C(N=C(C2S1)N1CCOCC1)C=1C=C2CC(NC2=CC1)=O)C N-hydroxy-2-(methyl((4-morpholino-2-(2-oxoindolin-5-yl)thieno[3,2-d]pyrimidin-6-yl)methyl)amino)pyrimidine-5-carboxamide